BrC=1C=NN(C1)C1=CN=C(C=C1C(=O)NCC1=CC=C(C=C1)OC)C 5-(4-bromo-1H-pyrazol-1-yl)-N-(4-methoxybenzyl)-2-methylisonicotinamide